OCC1=NC=C(C=N1)NC(O[C@@H](COC1=CC2=C(N=C(S2)C2=C3N=CC(=NC3=CC(=C2)C)OC)C=C1F)C)=O (R)-1-((5-fluoro-2-(2-methoxy-7-methylquinoxalin-5-yl)benzo[d]thiazol-6-yl)oxy)propan-2-yl (2-(hydroxymethyl)pyrimidin-5-yl)carbamate